ONC(=O)C=1C=2CN(CC2C=CC1)C=1NC(=CN1)CCC N-hydroxy-2-(5-propyl-1H-imidazol-2-yl)isoindoline-4-carboxamide